(3R)-1-{2-[1-(cyclopropylmethyl)-1H-pyrrolo[2,3-b]pyridin-2-yl]-7-methoxy-1-[(1s,3s)-3-aminocyclobutyl]-1H-1,3-benzodiazole-5-carbonyl}piperidin-3-amine C1(CC1)CN1C(=CC=2C1=NC=CC2)C2=NC1=C(N2C2CC(C2)N)C(=CC(=C1)C(=O)N1C[C@@H](CCC1)N)OC